FC=1C=C(C#N)C=C(C1)[C@H]1N(OCC1)C(=O)C1CCN(CC1)C1=NC=NC(=C1F)OC 3-Fluoro-5-[(3S)-2-[1-(5-fluoro-6-methoxy-pyrimidin-4-yl)piperidine-4-carbonyl]isoxazolidin-3-yl]benzonitrile